tert-butyl N-[(2S)-4-(benzyloxy)-1-[(3R*)-5,5-dimethyl-2-oxopyrrolidin-3-yl]-3-oxobutan-2-yl]carbamate C(C1=CC=CC=C1)OCC([C@H](C[C@H]1C(NC(C1)(C)C)=O)NC(OC(C)(C)C)=O)=O |o1:12|